C(C1=CC=CC=C1)(=O)C1=NN=C(O1)C=1N(C(N2C1CN(CC2)C(C2=CC(=C(C=C2)Cl)Cl)=O)=O)C2=CC=C(C=C2)OC 1-(5-benzoyl-1,3,4-oxadiazol-2-yl)-7-(3,4-dichlorobenzoyl)-2-(4-methoxyphenyl)-6,8-dihydro-5H-imidazo[1,5-a]pyrazin-3-one